1-fluoro-4-(4-methylphenyl)butane FCCCCC1=CC=C(C=C1)C